8-((8-(heptadec-9-yloxy)-8-oxooctyl)(3-propionamidopropyl)amino)octanoic acid 3-butylheptyl ester C(CCC)C(CCOC(CCCCCCCN(CCCNC(CC)=O)CCCCCCCC(=O)OC(CCCCCCCC)CCCCCCCC)=O)CCCC